ClC=1C=C(C=CC1)C[C@@H](C1=NN(C=C1)C(F)F)NC1=NC(=NC(=N1)N)C=1C=CC=2N(C1)C(=NC2)C (S)-N2-(2-(3-chlorophenyl)-1-(1-(difluoromethyl)-1H-pyrazol-3-yl)ethyl)-6-(3-methylimidazo[1,5-a]pyridin-6-yl)-1,3,5-triazine-2,4-diamine